ClC1=NN2C(C(=N1)OC)=C(C=C2)C=2C=CC1=C(N(N=N1)C)C2 6-(2-chloro-4-methoxypyrrolo[2,1-f][1,2,4]triazin-5-yl)-1-methyl-1H-benzo[d][1,2,3]triazole